2-methoxy-3-(triphenylmethoxy)propanoate COC(C(=O)[O-])COC(C1=CC=CC=C1)(C1=CC=CC=C1)C1=CC=CC=C1